ClC1=CC(=CC=C1)C(C)(C)N=C=S 1-chloro-3-(2-isothiocyanatopropan-2-yl)benzene